CC1=CC=C(C=C1)S(=O)(=O)O.C(C)(C)(C)OC(=O)N1CC(C(CC1)N[C@H](C)C1=CC=CC=C1)(F)F 3,3-difluoro-4-[[(1R)-1-phenylethyl]amino]piperidine-1-carboxylic acid tert-butyl ester 4-methylbenzenesulfonate